C(C1=CC=CC=C1)OC=1C=C2C(=NC1C)N=CN2C 6-(benzyloxy)-1,5-dimethyl-1H-imidazo[4,5-b]pyridine